C(C1=CC=CC=C1)SC1=CC(=C(C=C1)S(=O)(=O)N1CCN(CC1)C(C(F)(F)F)=O)F 1-(4-((4-(benzylthio)-2-fluorophenyl)sulfonyl)piperazin-1-yl)-2,2,2-trifluoroethan-1-one